Zirconium bromid [Br-].[Zr+4].[Br-].[Br-].[Br-]